N-(3,3-difluoropiperidin-4-yl)-2-methyl-5-((5-(trifluoromethyl)pyridin-3-yl)methoxy)benzofuran FC1(CNCCC1N1CC(=CC(=C1)C(F)(F)F)COC=1C=CC2=C(C=C(O2)C)C1)F